FC(C1=C2C(=NC(=C1)O)CCC2O)(F)F 4-(Trifluoromethyl)-6,7-dihydro-5H-cyclopenta[b]pyridine-2,5-diol